N-Methyl-N'-Nitro-N-Nitrosoguanidin CN(C(=N)N[N+](=O)[O-])N=O